((cis)-3-((N-(but-3-en-1-yl)-N-methylsulfamoyl)methyl)cyclobutyl)-carbamic acid tert-butyl ester C(C)(C)(C)OC(N[C@@H]1C[C@@H](C1)CS(N(C)CCC=C)(=O)=O)=O